CC1=CC=CC(=N1)C=1C=C(C(=C(C1)C1=CC=CC=C1)C1=CC=CC=C1)C#N 5'-(6-methylpyridin-2-yl)-[1,1':2',1''-terphenyl]-3'-carbonitrile